C[C@H]1CN(C[C@H](N1)C)C=1N=NC(=CN1)C1=CC=C(C=2N=CSC21)C=2C=NNC2 7-[3-[(3S,5R)-3,5-dimethylpiperazin-1-yl]-1,2,4-triazin-6-yl]-4-(1H-pyrazol-4-yl)-1,3-benzothiazole